7-(3-thia-7,9-diazabicyclo[3.3.1]nonan-7-yl)-9-chloro-10-(2,4-difluorophenyl)-2,3-dihydro-5H-[1,4]thiazino[2,3,4-ij]quinazolin-5-one C12CSCC(CN(C1)C1=NC(N3C4=C(C(=C(C=C14)Cl)C1=C(C=C(C=C1)F)F)SCC3)=O)N2